calcium dodecyl-benzene naphthalate C1(=CC=CC2=CC=CC=C12)C(=O)[O-].C(CCCCCCCCCCC)C1=CC=CC=C1.[Ca+2].C1(=CC=CC2=CC=CC=C12)C(=O)[O-]